5-(3,5-dichloro-4-(4-hydroxy-3-isopropylbenzyl)phenyl)isoxazol-3-ol ClC=1C=C(C=C(C1CC1=CC(=C(C=C1)O)C(C)C)Cl)C1=CC(=NO1)O